3,3'-Heptamethylenebis(5-tert-butyl-1,2,4-triazole) C(C)(C)(C)C1=NC(=NN1)CCCCCCCC1=NNC(=N1)C(C)(C)C